ClC1=C(C=CC=C1)[C@H]1NCCC1 (2S)-2-(2-chlorophenyl)pyrrolidine